CN1C(OC2=C1C=CC(=C2)N2CC1CCC(C2)N1C(=O)NCCCCC1=CC=CC=C1)=O 3-(3-methyl-2-oxo-1,3-benzoxazol-6-yl)-N-(4-phenylbutyl)-3,8-diazabicyclo[3.2.1]octan-8-carboxamide